C(C1=CC=CC=C1)OC1=NC(=CC2=CN=CC=C12)C(=O)O (benzyloxy)-2,6-naphthyridine-3-carboxylic acid